C(C(C)(C)C)OCCCN1C=[N+](C=C1)CCCOCC(C)(C)C 1,3-Bis(3-neopentyloxypropyl)imidazolium